C1(CC1)C=1SC2=C(N1)NC(=C2)C(=O)NC2CC(CC2)(C)C 2-cyclopropyl-N-(1,1-dimethyl-cyclopentane-3-yl)-4H-pyrrolo[2,3-d]thiazole-5-formamide